Cl.NCC(=O)C=1OC=CC1 2-amino-1-(furan-2-yl)ethanone hydrochloride